2-(6-methyl-4-(trifluoromethyl)pyridin-2-yl)-3-(1-(6-methylpyridin-2-yl)-1H-imidazol-2-yl)hexahydrocyclopenta[c]pyrrol-1(2H)-one CC1=CC(=CC(=N1)N1C(C2C(C1C=1N(C=CN1)C1=NC(=CC=C1)C)CCC2)=O)C(F)(F)F